C(C)(=O)OCC(C)C Iso-Butyl Acetate